(S)-1-(4-(4-chlorothiazol-5-yl)phenyl)ethan-1-amine ClC=1N=CSC1C1=CC=C(C=C1)[C@H](C)N